carbon oxid [C]=O